C(C)(C)(C)C1=CC=C(C=C1)S(=O)(=O)NC=1C(=NC=C(C1)C1=CC=2C3=C(C=NC2C=C1)N(C(C31CC1)=O)C)OCCCN(C)C 4-(tert-Butyl)-N-(2-(3-(dimethylamino)propoxy)-5-(3'-methyl-2'-oxo-2',3'-dihydrospiro[cyclopropane-1,1'-pyrrolo[2,3-c]quinolin]-8'-yl)pyridin-3-yl)benzenesulfonamide